N-cyclohexylhexane-1,6-diamine C1(CCCCC1)NCCCCCCN